ClC1=CC(=C2C[C@@H]([C@H](C2=C1)OC1=C(C=CC=C1)F)N1C[C@@H](CCC1)N(C)C)C 4-[[(1S,2S)-6-chloro-2-[(3R)-3-(dimethylamino)piperidin-1-yl]-4-methyl-2,3-dihydro-1H-inden-1-yl]oxy]-3-fluorobenzene